4-Amino-1-(4-amino-2-chlorophenyl)-7-bromo-2-oxo-1,2-dihydroquinoline-3-carboxylic acid methyl ester COC(=O)C=1C(N(C2=CC(=CC=C2C1N)Br)C1=C(C=C(C=C1)N)Cl)=O